1,3-dibromo-5-(bromomethyl)benzene tert-butyl-4-(5-fluoro-2-nitro-phenyl)piperazine-1-carboxylate C(C)(C)(C)OC(=O)N1CCN(CC1)C1=C(C=CC(=C1)F)[N+](=O)[O-].BrC1=CC(=CC(=C1)CBr)Br